C(C)(C)(CCC)OOC1(CCCCC1)OOC(C)(C)CCC 1,1-Bis(t-hexylperoxy)cyclohexane